N=S(=O)(C1=NC=CC=C1)C imino(methyl)(pyridin-2-yl)-λ^6-sulfanone